4-[2-(4-chloro-3-fluorophenoxy)acetamido]piperazine-1-carboxylic acid tert-butyl ester C(C)(C)(C)OC(=O)N1CCN(CC1)NC(COC1=CC(=C(C=C1)Cl)F)=O